4-(2-cyanoethyl)heptanedinitrile C(#N)CCC(CCC#N)CCC#N